C(C)N(C(OC1=C(C(=C(C=C1)Cl)Cl)C(=O)C1=CC=NC=C1)=O)CC 3,4-dichloro-2-(pyridine-4-carbonyl)phenyl N,N-diethylcarbamate